5-carboxyamyl-triphenyl-phosphonium bromide [Br-].C(=O)(O)CCCCC[P+](C1=CC=CC=C1)(C1=CC=CC=C1)C1=CC=CC=C1